2-methyl-1-(4-(3-(methylsulfonyl)phenyl)-6,7-dihydro-5H-cyclopenta[d]pyrimidin-2-yl)azetidine-2-carboxamide CC1(N(CC1)C=1N=C(C2=C(N1)CCC2)C2=CC(=CC=C2)S(=O)(=O)C)C(=O)N